FC(C(=C(C(C(F)(F)F)(F)F)C(C(F)(F)F)(F)F)F)(F)F perfluoro-3-ethyl-2-pentene